ClC=1C=2N(C=C(C1C)C=1NC3=CC=C(C=C3C1C(C)C)C1CCN(CC1)CC1=NN(C=N1)C)C=NN2 8-chloro-6-(3-isopropyl-5-(1-((1-methyl-1H-1,2,4-triazol-3-yl)methyl)piperidin-4-yl)-1H-indol-2-yl)-7-methyl-[1,2,4]triazolo[4,3-a]pyridine